(E)-2-cyano-3-(p-tolyl)acryloyl chloride C(#N)/C(/C(=O)Cl)=C\C1=CC=C(C=C1)C